1-(2-(2-((3R,4R)-3-Amino-4-fluoropiperidin-1-yl)-5,6-difluoro-1H-benzo[d]imidazol-1-yl)acetyl)-4-(methoxymethyl)piperidin-4-carbonitril N[C@@H]1CN(CC[C@H]1F)C1=NC2=C(N1CC(=O)N1CCC(CC1)(C#N)COC)C=C(C(=C2)F)F